OC1=C(C(=O)C2=NC3=CC=C(C=C3C(N2)=O)NS(=O)(=O)C2=CC=C(C)C=C2)C=CC=C1 2-(2-hydroxybenzoyl)-6-p-toluenesulfonylamino-4(3H)-quinazolinone